2,2-dichlorobenzo[D][1,3]dioxole ClC1(OC2=C(O1)C=CC=C2)Cl